C1(=CC=CC=C1)N1C(C2=CC=CC=C2CC1=O)=O 2-phenyl-1,2,3,4-tetrahydroisoquinoline-1,3-dione